CC1(CC2=NC=C(C=C2CO1)N)C 7,7-dimethyl-7,8-dihydro-5H-pyrano[4,3-b]pyridin-3-amine